propylene glycol caprylate C(CCCCCCC)(=O)O.C(C(C)O)O